N(=[N+]=[N-])[C@@](C)(C1CC1)C1=CN=C(C2=CN=C(C=C12)Cl)OC (S)-4-(1-azido-1-cyclopropylethyl)-6-chloro-1-methoxy-2,7-naphthyridine